FC(CNC=1N=CC2=C(N1)NC=C2C=2C=CC1=C(N(N=N1)CC)C2)(C)F N-(2,2-difluoropropyl)-5-(1-ethyl-1H-benzo[d][1,2,3]triazol-6-yl)-7H-pyrrolo[2,3-d]pyrimidin-2-amine